(Z)-5-((1H-indol-3-yl)methylene)-2-thioxothiazolidin-4-one N1C=C(C2=CC=CC=C12)\C=C/1\C(NC(S1)=S)=O